NC=1C=C(C(=O)NC2=CC(=NN2C)C2=CC=C(C=C2)NC(C2=C(C=CC=C2)Cl)=O)C=CC1 N-(4-(5-(3-Aminobenzamido)-1-methyl-1H-pyrazol-3-yl)phenyl)-2-chlorobenzamide